[8-(6-ethoxypyridazin-4-yl)-6H-isochromeno[3,4-b]pyridin-3-yl]pyrrolidin-3-amine C(C)OC1=CC(=CN=N1)C=1C=CC2=C(C1)COC1=NC(=CC=C12)N1CC(CC1)N